C(C)(C)[C@@H]1N(CCN(C1)C)CC1=CC(=C2CN(C(C2=C1)=O)C1=CC(=CC=C1)C1(COC1)CN1N=CC=C1C)C(F)(F)F (S)-6-((2-isopropyl-4-methylpiperazin-1-yl)methyl)-2-(3-(3-((5-methyl-1H-pyrazol-1-yl)methyl)oxetan-3-yl)phenyl)-4-(trifluoromethyl)-isoindolin-1-one